C(#N)C=1C(=CC(=NC1N1[C@H](CC1)C)N1C[C@@H]2C([C@@H]2C1)[C@H](C(=O)OCC)C)C(F)(F)F Ethyl (R)-2-((1R,5S,6R)-3-(5-cyano-6-((S)-2-methylazetidin-1-yl)-4-(Trifluoromethyl)pyridin-2-yl)-3-azabicyclo[3.1.0]hexane-6-yl)propionate